5-[6-(6,7-difluoroquinazolin-4-yl)-7,8-dihydro-5H-1,6-naphthyridin-3-yl]-2-methyl-thiazole FC=1C=C2C(=NC=NC2=CC1F)N1CC=2C=C(C=NC2CC1)C1=CN=C(S1)C